[NH4+].[NH-][N+](=O)[O-].[NH-][N+](=O)[O-].[NH4+] dinitramide ammonium salt